C(C)N(CC)[Ta](=NC(C)(C)C)(N(CC)CC)N(CC)CC tris(diethylamino)(t-butylimino)tantalum